(3S)-N-(6-bromopyridin-2-yl)-5-(hydroxymethyl)-2-azabicyclo[3.1.0]hexane-3-carboxamide BrC1=CC=CC(=N1)NC(=O)[C@H]1NC2CC2(C1)CO